ethyl (1R,5S,6s)-3-(5-((2,6-dichlorobenzyl)oxy)-2,3-dihydro-1H-inden-1-yl)-3-azabicyclo[3.1.0]hexane-6-carboxylate ClC1=C(COC=2C=C3CCC(C3=CC2)N2C[C@H]3C([C@H]3C2)C(=O)OCC)C(=CC=C1)Cl